Methyl 5-(difluoromethyl)-3-(2-((methoxycarbonyl) amino)ethoxy)thiophene-2-carboxylate FC(C1=CC(=C(S1)C(=O)OC)OCCNC(=O)OC)F